(Z)-4-[4-[(E)-3-(3,4-Dimethoxyphenyl)prop-2-enoyl]anilino]-4-oxobut-2-enoic acid COC=1C=C(C=CC1OC)/C=C/C(=O)C1=CC=C(NC(\C=C/C(=O)O)=O)C=C1